FC(S(=O)(=O)N[C@@H]1[C@@H](N(CC12CC2)C(=O)OC(C)(C)C)CC=2C(=C(C=CC2)C2=CC=CC=C2)F)F tert-butyl (6S,7S)-7-((difluoromethyl)sulfonamido)-6-((2-fluoro-[1,1'-biphenyl]-3-yl)methyl)-5-azaspiro[2.4]heptane-5-carboxylate